NCC=1C(=C(C=CC1)C=1C=CC2=C(C(=CO2)[C@@H]2CNC3=C(O2)C(=CC=C3)CC(=O)O)C1)F |r| (±)-2-(2-(5-(3-(aminomethyl)-2-fluorophenyl)benzofuran-3-yl)-3,4-dihydro-2H-benzo[b][1,4]oxazin-8-yl)acetic acid